COC=1C=2N(C=CC1)N=C(C2)[C@H]2N(CCC1=C2N=CN1)C(=O)C=1C=NN2C1C=CC=C2 (S)-(4-(4-methoxypyrazolo[1,5-a]pyridin-2-yl)-6,7-dihydro-1H-imidazo[4,5-c]pyridin-5(4H)-yl)(pyrazolo[1,5-a]pyridin-3-yl)methanone